N-[(3-aminoquinoxalin-6-yl)methyl]-N-(2-methanesulfonylpyridin-3-yl)-6-(trifluoromethyl)pyridine-3-carboxamide NC=1C=NC2=CC=C(C=C2N1)CN(C(=O)C=1C=NC(=CC1)C(F)(F)F)C=1C(=NC=CC1)S(=O)(=O)C